5-(3,4-epoxycyclohexyl)pentylmethyltrimethoxysilane C1(CC2C(CC1)O2)CCCCCCO[Si](OC)(OC)C